BrC1=C(C=C(C=C1)S(=O)(=O)N[C@@H]1[C@](CCC1)(C)O)C 4-bromo-N-((1S,2R)-2-hydroxy-2-methylcyclopentyl)-3-methylbenzenesulfonamide